ClC1=NC=NC(=N1)C=1C=CC2=C(OC3=C2C=CC=C3)C1 4-chloro-6-(dibenzo[b,d]Furan-3-yl)-1,3,5-triazine